(E)-3-(1H-indol-3-yl)acrylic acid N1C=C(C2=CC=CC=C12)/C=C/C(=O)O